C(C)C1=C(C(C(=O)O)=C(C=C1O)C)O.C(CCCCCCCCCCCCC\C=C/CCCCCCCC)(=O)OCC ethyl nervonate (ethyl orsellinate)